ClC1(CC1)C(CC1=C(C=CC=C1)Cl)(CN1NCNC1=S)O 2-(1-chloro-cycloprop-1-yl)-1-(2-chlorophenyl)-2-hydroxy-3-(1,2,4-triazolidine-5-thione-1-yl)-propane